C(C)(C)(C)N(C(O)=O)C[C@@H](C[C@@H](CN)N(C(O)=O)C(C)(C)C)F.C(C)(C)(C)N(C(O)=O)C[C@@H](C[C@@H](CN)N(C(O)=O)C(C)(C)C)F (di-tert-butyl ((2R,4S)-5-amino-2-fluoropentane-1,4-diyl)dicarbamate) di-tert-butyl-((2R,4S)-5-amino-2-fluoropentane-1,4-diyl)dicarbamate